N-(1-Octadecanoyloxyethoxy-carbonyl)-(+)-N-ethyl-3-phenylbicyclo[2.2.1]heptan-2-amine C(CCCCCCCCCCCCCCCCC)(=O)OC(C)OC(=O)N(C1C2CCC(C1C1=CC=CC=C1)C2)CC